tert-butyl((5-(4-(((2S,4R)-2-methyl-1-propionyl-1,2,3,4-tetrahydroquinolin-4-yl)amino)phenyl)thiophen-2-yl)methyl)carbamate C(C)(C)(C)OC(NCC=1SC(=CC1)C1=CC=C(C=C1)N[C@@H]1C[C@@H](N(C2=CC=CC=C12)C(CC)=O)C)=O